FC(C(Cl)F)(F)N(C)C 1,1,2-trifluoro-2-chloro-ethyl-N,N-dimethylamine